5-methylcyclopentene CC1CCC=C1